2-amino-1,5-dihydro-1-methyl-4H-imidazol-4-one NC=1N(CC(N1)=O)C